BrCC1=CC(=C(C(=O)O)C=C1)Cl 4-bromomethyl-2-chlorobenzoic acid